O1CCN(CC1)C1=CC=C(C=C1)C=CC=CC=O 5-(4-morpholinophenyl)penta-2,4-dienal